[SiH3][SiH2][SiH3].[Ge] Germanium trisilane